(trans)-5,7-dihydroxy-3-methoxy-2-phenylchroman-4-one OC1=C2C([C@H]([C@@H](OC2=CC(=C1)O)C1=CC=CC=C1)OC)=O